2-(R)-hydroxypropane OC(C)C